3-(9H-fluoren-9-ylmethoxycarbonylamino)oxetane-3-carboxylic acid C1=CC=CC=2C3=CC=CC=C3C(C12)COC(=O)NC1(COC1)C(=O)O